bis-cyclopentadienyl zirconium hydrogen chloride Cl.C1(C=CC=C1)[Zr]C1C=CC=C1